FC=1C(=C(C=CC1C1=NN=CN1)C=1N=C2C(=NC1)NC(CN2CCC2CCOCC2)=O)C 6-(3-fluoro-2-methyl-4-(4H-1,2,4-triazol-3-yl)phenyl)-4-(2-(tetrahydro-2H-pyran-4-yl)ethyl)-3,4-dihydropyrazino[2,3-b]pyrazin-2(1H)-one